7-(5-chloro-6-methyl-1H-indazol-4-yl)-8-fluoro-2-(((2R,7aS)-2-fluorotetrahydro-1H-pyrrolizin-7a(5H)-yl)methoxy)-4-(2,2,2-trifluoroethoxy)pyrido[4,3-d]pyrimidine ClC=1C(=C2C=NNC2=CC1C)C1=C(C=2N=C(N=C(C2C=N1)OCC(F)(F)F)OC[C@]12CCCN2C[C@@H](C1)F)F